N-hydroxy-4-((3-(4-nitrophenethyl)-2,4-dioxo-3,4-dihydroquinazolin-1(2H)-yl)methyl)benzamide ONC(C1=CC=C(C=C1)CN1C(N(C(C2=CC=CC=C12)=O)CCC1=CC=C(C=C1)[N+](=O)[O-])=O)=O